C(=C)N1C(OC(C1)C)=O N-vinyl-5-methyl-oxazolidinone